C(C)OC1=C(C=CC(=C1)N)C1=C(C=C(C=C1)N)OCC 2,2'-diethoxybiphenyl-4,4'-diamine